1'-(4-chloro-3-fluorophenyl)-3-(methoxymethyl)-1',2'-dihydrospiro[cyclobutane-1,3'-pyrrolo[3,2-b]pyridine] ClC1=C(C=C(C=C1)N1CC2(C3=NC=CC=C31)CC(C2)COC)F